C(O)[O-].[Na+].FC1=CC(=C(C=C1)N1CN(C(C2=CC=C(C=C12)C(F)(F)F)=O)C=1C=C(C=CC1)S(=O)(=O)N)C 3-(1-(4-fluoro-2-methylphenyl)-4-oxo-7-(trifluoromethyl)-1,4-dihydro-quinazolin-3(2H)-yl)benzenesulfonamide sodium hydrogen carbonite